FC1(CCN(CC1)C(=O)OC(C)(C)C)C1CCN(CC1)C1=C(C=C(C=C1)[N+](=O)[O-])F tert-butyl 4-fluoro-4-[1-(2-fluoro-4-nitro-phenyl)-4-piperidyl]piperidine-1-carboxylate